ClC1=C2C(=C(N=N1)N[C@H]1[C@H](COCC1)O)C=NC=C2 (3R,4R)-4-[(1-chloropyrido[3,4-d]pyridazin-4-yl)amino]tetrahydropyran-3-ol